Methyl 3-(3-((2-(5-((1-(bis(benzyloxy)phosphoryl)-4,6-difluoro-1H-indol-5-yl)oxy)-2-fluorophenyl)-1H-imidazol-4-yl)methyl)-2-fluorophenyl)propanoate C(C1=CC=CC=C1)OP(=O)(OCC1=CC=CC=C1)N1C=CC2=C(C(=C(C=C12)F)OC=1C=CC(=C(C1)C=1NC=C(N1)CC=1C(=C(C=CC1)CCC(=O)OC)F)F)F